COC1=CC=C(C=C1)CN1C(C(CCC1=O)OS(=O)(=O)C(F)(F)F)=O 1-[(4-methoxyphenyl)methyl]-2,6-dioxopiperidin-3-yl-trifluoromethanesulfonic acid